6-(3-Fluorobenzyl)-3-(5-(7-(1-methyl-1H-pyrazol-4-yl)quinolin-5-yl)pyrazin-2-yl)-3,6-diazabicyclo[3.1.1]heptane FC=1C=C(CN2C3CN(CC2C3)C3=NC=C(N=C3)C3=C2C=CC=NC2=CC(=C3)C=3C=NN(C3)C)C=CC1